CC1CN(CC1)C1=NC(=NC=C1C(F)(F)F)NC1=CC=C(C=C1)N1C[C@H](CC1)O (3S)-1-(4-{[4-(3-methylpyrrolidin-1-yl)-5-(trifluoromethyl)pyrimidin-2-yl]amino}phenyl)pyrrolidin-3-ol